C(C1=CC=CC=C1)OC(=O)NCCN[C@@H](C(C)C)C(=O)OC(C)(C)C tert-butyl (2-(((benzyloxy)carbonyl)amino)ethyl)-L-valinate